CN1C=CC=2C(=NC(=CC21)NC=2SC(=CN2)C)C=2CCN(CC2)C(=O)OC(C)(C)C tert-Butyl 4-(1-methyl-6-((5-methylthiazol-2-yl)amino)-1H-pyrrolo[3,2-c]pyridin-4-yl)-3,6-dihydropyridine-1(2H)-carboxylate